ethylene glycol mono-octyl ether hexafluorobutyl-acrylate FC(C(F)(F)C(C(=O)OCCOCCCCCCCC)=C)CC(F)(F)F